bornanedione C12(C(C(C(CC1)C2(C)C)=O)=O)C